1-[2-(N-hydroxy-C-methyl-carbonimidoyl)-1,2,4-triazol-3-yl]-5-(trifluoromethyl)benzamide ON=C(C)N1N=CN=C1C1(C(=O)N)CC=CC(=C1)C(F)(F)F